bis(pentafluoroethyl) phosphonate P(OC(C(F)(F)F)(F)F)(OC(C(F)(F)F)(F)F)=O